(R)-1-(7-chloro-4-((1-(3-(1,1-difluoro-2-hydroxyethyl)-2-fluorophenyl)ethyl)amino)pyrido[2,3-d]pyrimidin-6-yl)cyclopropane-1-carbonitrile ClC=1C(=CC2=C(N=CN=C2N[C@H](C)C2=C(C(=CC=C2)C(CO)(F)F)F)N1)C1(CC1)C#N